C1=CC=CC=2C3=CC=CC=C3C(C12)N([C@H](C(=O)O)CC1=CC(=CC(=C1)I)F)C(=O)OC (2S)-2-(9H-fluoren-9-yl-methoxycarbonyl-amino)-3-(3-fluoro-5-iodophenyl)propanoic acid